N1(N=CC=C1)C(C(=O)NC1=CC(=CC=C1)C=1N=NC(=CC1)N1CCCC1)C (1H-pyrazol-1-yl)-N-(3-(6-(pyrrolidin-1-yl)pyridazin-3-yl)phenyl)propionamide